Cl.CNC1CCC2=CC(=CC=C12)C(F)(F)F N-methyl-5-(trifluoromethyl)-2,3-dihydro-1H-inden-1-amine hydrochloride